O=C1N(CCC(N1)=O)C1=NN(C2=CC(=CC=C12)C=1C(CN(CC1)C(=O)OC(C)(C)C)(F)F)C Tert-butyl 4-[3-(2,4-dioxo-1,3-diazinan-1-yl)-1-methylindazol-6-yl]-3,3-difluoro-2,6-dihydropyridine-1-carboxylate